C1(CCCCC1)NC(OC1=CC(=CC=C1)C=1C=NC=C(C1)C(F)(F)F)=O 3-(5-(trifluoromethyl)pyridin-3-yl)phenyl cyclohexylcarbamate